C[C@@H](CC(C)C)N1N=C(C=2C1=NC(=NC2N)N)I 1-((S)-1,3-dimethyl-butyl)-3-iodo-1H-pyrazolo[3,4-d]pyrimidine-4,6-diamine